Cl.NCCOCCOCCOCCOCCOCCC(=O)OCC=C allyl 1-amino-3,6,9,12,15-pentaoxaoctadecan-18-oate hydrochloride